CC1=C(C(=C(C1([Hf]C1=C(C2=C3CCCC3=CC=C2C1)C(C)C)C)C)C)C Pentamethylcyclopentadienyl-(1-isopropyl-3,6,7,8-tetrahydro-as-indacenyl)hafnium